Methyl (2r,3s,5r)-2-(((6-(4-cyanophenyl) bicyclo[4.1.0]hept-3-yl) oxy) methyl)-3-((N,N-dimethylaminosulfonyl) amino)-5-methylpyrrolidine-1-carboxylate C(#N)C1=CC=C(C=C1)C12CCC(CC2C1)OC[C@@H]1N([C@@H](C[C@@H]1NS(=O)(=O)N(C)C)C)C(=O)OC